Cl.C(CCC)C(CC(C(=O)O)(CCCCCCCC(CCCCCCCCC(=O)O)N(CCCCCCCCC)C(CCSSCCN)=O)CC(CCCCCC)CCCC)CCCCCC bis(2-butyloctyl)10-[3-(2-aminoethyldisulfanyl)propionyl-nonyl-amino]nonadecanedioic acid hydrochloride